N1(CCCCC1)CCC(C(=O)N)=C piperidinylethylacrylamide